tert-butyl (2S,4R)-4-fluoro-2-formylpyrrolidine-1-carboxylate F[C@@H]1C[C@H](N(C1)C(=O)OC(C)(C)C)C=O